(R)-2-(2-chloro-5-(2-hydroxy-prop-2-yl)-8-oxothieno[2',3':4,5]pyrrolo[1,2-d][1,2,4]triazin-7(8H)-yl)-N-(1-(2-fluoroethyl)piperidin-3-yl)acetamide ClC1=CC2=C(C=C3N2C(=NN(C3=O)CC(=O)N[C@H]3CN(CCC3)CCF)C(C)(C)O)S1